1-(benzenesulfonyl)-3-[2-chloro-5-(trifluoromethyl)pyrimidin-4-yl]-6-isopropylsulfonyl-indole C1(=CC=CC=C1)S(=O)(=O)N1C=C(C2=CC=C(C=C12)S(=O)(=O)C(C)C)C1=NC(=NC=C1C(F)(F)F)Cl